6-(difluoromethyl)indoline FC(C1=CC=C2CCNC2=C1)F